CN(CCNC1=C2C(=NC(=N1)C1=CC(=C(C=C1)NS(=O)(=O)C1=C(C=CC(=C1)F)F)F)N(N=C2C)C2OCCCC2)C N-[4-(4-[[2-(dimethylamino)ethyl]amino]-3-methyl-1-(oxan-2-yl)pyrazolo[3,4-d]pyrimidin-6-yl)-2-fluorophenyl]-2,5-difluorobenzenesulfonamide